4,4'-Bis((t-butyldimethylsilyl)oxy)-5-chloro-2'-(hydroxymethyl)-[1,1'-biphenyl]-2-ol [Si](C)(C)(C(C)(C)C)OC=1C=C(C(=CC1Cl)C1=C(C=C(C=C1)O[Si](C)(C)C(C)(C)C)CO)O